CCC(C)(O)C dimethyl-isopropanol